NC1=C(C=C(C=C1)I)N1CC(CCC1)CCCNC1=CC=CC(=N1)C(=O)OC methyl 6-((3-(1-(2-amino-5-iodophenyl)piperidin-3-yl)propyl)amino)picolinate